(S)-N-(5-(cyclopropylmethoxy)pyridin-2-yl)-2-((R)-3-hydroxy-3-(6-oxo-1,6-dihydropyridin-3-yl)piperidin-1-yl)propanamide C1(CC1)COC=1C=CC(=NC1)NC([C@H](C)N1C[C@@](CCC1)(C1=CNC(C=C1)=O)O)=O